C1(CCCC1)N1C(=CC2=C1N=C(N=C2)NC2=NC=C(C=C2)N2CCNCC2)C(=O)N(C)C 7-cyclopentyl-N,N-dimethyl-2-[[5-(1-piperazinyl)-2-pyridinyl]amino]-7H-pyrrolo[2,3-d]pyrimidine-6-carboxamide